2-chloro-5,6,7,8-tetrahydropyrido[2,3-d]pyrimidin-4(3H)-one ClC=1NC(C2=C(N1)NCCC2)=O